O1CCN(CC1)CCNC([O-])=O N-(2-morpholinoethyl)carbamate